1-(4-(4-chlorophenyl)-3,4-dihydroquinoxaline-1(2H)-yl)-2-(piperidin-1-yl)propan-1-one ClC1=CC=C(C=C1)N1CCN(C2=CC=CC=C12)C(C(C)N1CCCCC1)=O